C(C1=CC=CC=C1)[C@@H]1N(CCC[C@@H](C1)C(C)C)C1=CC(=CC(N1)=O)N1CCOCC1 6-((2R,4S)-2-benzyl-4-isopropyl-azepan-1-yl)-4-morpholinopyridin-2(1H)-one